OC1=C2C[C@@H]([C@H](OC2=CC(=C1)O)C1=CC(=C(C(=C1)O)O)O)NC(C1=CC(=C(C=C1)O)O)=O N-((2R,3S)-5,7-dihydroxy-2-(3,4,5-trihydroxyphenyl)chroman-3-yl)-3,4-dihydroxybenzamide